copper 4-tert-butylphenylacetylene C(C)(C)(C)C1=CC=C(C=C1)C#C.[Cu]